6-fluoro-3,3-bis(7-(((2R)-2-hydroxy-4-methylpentyl)oxy)-2,3-dihydro-1,4-benzodioxin-6-yl)-2,3-dihydro-1H-indol-2-one FC1=CC=C2C(C(NC2=C1)=O)(C1=CC2=C(OCCO2)C=C1OC[C@@H](CC(C)C)O)C1=CC2=C(OCCO2)C=C1OC[C@@H](CC(C)C)O